ClC1=C(C(=CC=2NC(=NC21)CO)Cl)C2=C(C=CC=C2)C(F)(F)F (4,6-dichloro-5-(2-(trifluoromethyl)phenyl)-1H-benzo[d]imidazol-2-yl)methanol